2-[(6-amino-9H-purin-9-yl)methyl]-6-bromo-3-o-tolyl-4H-chromen-4-one NC1=C2N=CN(C2=NC=N1)CC=1OC2=CC=C(C=C2C(C1C1=C(C=CC=C1)C)=O)Br